(S)-(-)-3-methoxy-2-methyl-3-oxopropyl-Zinc bromide [Br-].COC([C@@H](C[Zn+])C)=O